CC1CC(C1)(C1=NN=CN1C)C=1C=C(C=NC1)NC(=O)C1=CC=C2C(=N1)CCC2 N-[5-[3-methyl-1-(4-methyl-1,2,4-triazol-3-yl)cyclobutyl]-3-pyridyl]-6,7-dihydro-5H-cyclopenta[b]pyridine-2-carboxamide